(4,6-dimethylmorpholin-2-yl)methylamine CN1CC(OC(C1)C)CN